1-(3-butenyloxy)-2,3-epoxypropane C(CC=C)OCC1CO1